C1(CC1)C1=CC(=NN1)OC1=NC(=NC=C1)N1C2CC(C1)(C2)CO [2-[4-[(5-Cyclopropyl-1H-pyrazol-3-yl)oxy]pyrimidin-2-yl]-2-azabicyclo[2.1.1]hexan-4-yl]methanol